distearyl Disulfide C(CCCCCCCCCCCCCCCCC)SSCCCCCCCCCCCCCCCCCC